5-amino-1-(4-methoxyphenyl)-1H-pyrazole-4-carboxamide NC1=C(C=NN1C1=CC=C(C=C1)OC)C(=O)N